3-(7-bromoquinazolin-4-yloxy)-N-(4-((4-ethylpiperazin-1-yl)methyl)-3-(trifluoromethyl)phenyl)-4-methylbenzamide BrC1=CC=C2C(=NC=NC2=C1)OC=1C=C(C(=O)NC2=CC(=C(C=C2)CN2CCN(CC2)CC)C(F)(F)F)C=CC1C